[Si](C)(C)(C(C)(C)C)OC=1C=CC(=C(N)C1)C 5-[tert-butyl(dimethyl)silyl]oxy-2-methyl-aniline